S1C(=C(C(=C1C(=O)O)C(=O)O)C(=O)O)C(=O)O thiophene-2,3,4,5-tetracarboxylic acid